C(C(C(CCCCCCCC)O)O)O 1,2,3-undecanetriol